S(=O)(=O)(C)C=1C=C(C(OC)=CC1)NC\C=C/C1=CC(=C2C=CN(C2=C1)CC(F)(F)F)NC1CCN(CC1)C 6-[(Z)-3-(4-mesyl-2-anisidino)-1-propenyl]-4-(1-methyl-4-piperidylamino)-1-(2,2,2-trifluoroethyl)indole